3-(4-(((1-(4-(6-hydroxy-2-phenyl-1,2,3,4-tetrahydronaphthalen-1-yl)phenyl)piperidin-4-yl)(methyl)amino)methyl)phenyl)piperidine-2,6-dione OC=1C=C2CCC(C(C2=CC1)C1=CC=C(C=C1)N1CCC(CC1)N(C)CC1=CC=C(C=C1)C1C(NC(CC1)=O)=O)C1=CC=CC=C1